(S)-2-(1,3-dioxoisoindolin-2-yl)-3-(3-(methoxycarbonyl)phenyl)-2-methylpropanoic acid O=C1N(C(C2=CC=CC=C12)=O)[C@](C(=O)O)(CC1=CC(=CC=C1)C(=O)OC)C